N1(N=CN=C1)CCNC=1C=C(C=CC1C=1C=NN(C1)C)NC1=CC=CC=C1 N3-(2-(1H-1,2,4-triazol-1-yl)ethyl)-4-(1-methyl-1H-pyrazol-4-yl)-N1-phenylbenzene-1,3-diamine